trans-4-Hydroxy-N-((trans-4-(4-methoxy-3-methylphenyl)cyclohexyl)methyl)-N-(3-(3-methoxypiperidin-1-yl)phenyl)cyclohexanecarboxamide O[C@@H]1CC[C@H](CC1)C(=O)N(C1=CC(=CC=C1)N1CC(CCC1)OC)C[C@@H]1CC[C@H](CC1)C1=CC(=C(C=C1)OC)C